3-(piperazine-1-carbonyl)-2H-benzopyran N1(CCNCC1)C(=O)C=1COC2=C(C1)C=CC=C2